2-(1-chloro-3-methoxypropyl)-3-fluoro-4-methylpyridine ClC(CCOC)C1=NC=CC(=C1F)C